O=C1NC(CCC1N1C(N(C2=C1C=CC(=C2)OCCCCCCC(=O)O)C)=O)=O 7-((1-(2,6-dioxopiperidin-3-yl)-3-methyl-2-oxo-2,3-dihydro-1H-benzo[d]imidazol-5-yl)oxy)heptanoic acid